CC1=CC=C(C(=O)[GeH3])C=C1 (p-methylbenzoyl)germane